trans-N-(3-(2-acetylhydrazine-1-carbonyl)-4-chlorophenyl)-2,2-dichloro-3-(3,5-dichlorophenyl)cyclopropane-1-carboxamide C(C)(=O)NNC(=O)C=1C=C(C=CC1Cl)NC(=O)[C@@H]1C([C@H]1C1=CC(=CC(=C1)Cl)Cl)(Cl)Cl